dichloro(diphenylphosphine) palladium [Pd].ClC=1C(=C(C=CC1)PC1=CC=CC=C1)Cl